COC1=CC=C(C=C1)C1=NC2=CC=CC=C2C(=C1)NCCCN1CC2(CN(C2)C(=O)OC(C)(C)C)CC1 tert-butyl 6-(3-((2-(4-methoxyphenyl) quinolin-4-yl) amino) propyl)-2,6-diazaspiro[3.4]octane-2-carboxylate